CC1=CC=C(CNS(=O)(=O)C2=CC=C(C=C2)NC(=O)NCC2=CC=NC=C2)C=C1 N-(4-methylbenzyl)-4-(3-(pyridin-4-ylmethyl)ureido)benzenesulfonamide